C(C)(C)(C)OC(=O)N1CC(C1)CCC(F)(F)C1=CC(=CC=C1)C(C)=O 3-(3-(3-acetylphenyl)-3,3-difluoropropyl)azetidine-1-carboxylic acid tert-butyl ester